NC1=NC(=NC=C1C=CC#N)NC1=CC=C(C=C1)N1CCN(CC1)C 3-{4-Amino-2-[4-(4-methylpiperazin-1-yl)phenylamino]pyrimidin-5-yl}acrylonitrile